4-chloro-5-(3-chloro-6-(4-chloro-1H-1,2,3-triazol-1-yl)-2-fluorophenyl)pyridazin-3(2H)-one ClC=1C(NN=CC1C1=C(C(=CC=C1N1N=NC(=C1)Cl)Cl)F)=O